CC(C(=O)OC1CCN(CC1)C(=O)OC(C)(C)C)=C 1,1-dimethylethyl 4-[(2-methyl-1-oxo-2-propen-1-yl)oxy]-1-piperidinecarboxylate